2-oxo-1,5-pentanedioic acid O=C(C(=O)O)CCC(=O)O